OC1=CC=C(C(=O)OCC[N+](C)(C)C)C=C1 4-hydroxybenzoyl-choline